COC1=NC(=CC=C1[C@@H]1[C@H](O[C@@]([C@@H]1C)(C(F)(F)F)C)C(=O)NC1=CC(=NC=C1)C(=O)N)C(F)(F)F (2S,3R,4R,5S)-4-[[3-[2-methoxy-6-(trifluoromethyl)-3-pyridinyl]-4,5-dimethyl-5-(trifluoromethyl)tetrahydrofuran-2-carbonyl]amino]pyridine-2-carboxamide